fluoro-4-(5-(2-fluoro-6-methoxyphenyl)-1H-pyrazolo[3,4-c]pyridin-3-yl)-N-methylbenzamide FC1=C(C(=O)NC)C=CC(=C1)C1=NNC2=CN=C(C=C21)C2=C(C=CC=C2OC)F